FC1=C(C=C(C(=C1)O)S(=O)(=O)C)NC(C1=CN=C(C=C1)COC1=CC=C(C=C1)SC(F)(F)F)=O N-(2-fluoro-4-hydroxy-5-(methylsulfonyl)phenyl)-6-((4-((trifluoromethyl)thio)phenoxy)methyl)nicotinamide